1,3,5-Tris(3,5-di-tert-butyl-4-hydroxybenzyl)-1,3,5-triazinan C(C)(C)(C)C=1C=C(CN2CN(CN(C2)CC2=CC(=C(C(=C2)C(C)(C)C)O)C(C)(C)C)CC2=CC(=C(C(=C2)C(C)(C)C)O)C(C)(C)C)C=C(C1O)C(C)(C)C